BrC1=CC=C(C=C1)C=1N=C2N(C=CC=C2)C1CN1C2CN(C(C1)CC2)C(=O)C2=C(C=CC=C2)F (5-{[2-(4-bromophenyl)imidazo[1,2-a]pyridin-3-yl]methyl}-2,5-diazabicyclo[2.2.2]oct-2-yl)(2-fluorophenyl)methanone